(1-(3-(2,3-dichlorophenyl)imidazo[1,5-a]pyrazin-8-yl)pyrrolidin-3-yl)methylamine ClC1=C(C=CC=C1Cl)C1=NC=C2N1C=CN=C2N2CC(CC2)CN